C(C)(C)Cl.[Li+2].[Mg+2] Magnesium lithium (II) isopropyl chloride